CC1(OCC(C(O1)C(=O)N/C=C/C(=O)OCC[Si](C)(C)C)(C)C)C (E)-2-(Trimethylsilyl)ethyl 3-(2,2,5,5-tetramethyl-1,3-dioxane-4-carboxamido)acrylate